4-{2-[(3-{[(5-methylfuran-2-yl)methyl]carbamoyl}phenyl)amino]pyrimidin-5-yl}benzoic acid CC1=CC=C(O1)CNC(=O)C=1C=C(C=CC1)NC1=NC=C(C=N1)C1=CC=C(C(=O)O)C=C1